C(N)(=N)C=1C=C(SC1)CNC(=O)[C@H]1N(C[C@@H](C1)OC)C(CNC(CCCOC1=CC=CC=C1)=O)=O (2S,4R)-N-((4-carbamimidoylthiophen-2-yl)methyl)-4-methoxy-1-((4-phenoxy-butanoyl)glycyl)pyrrolidine-2-carboxamide